COC(=O)C1=C(NC(=C1)C1=C2C(=NC=C1)N(C=C2)S(=O)(=O)C2=CC=CC=C2)C2=C(C=C(C=C2)F)F 2-(2,4-difluorophenyl)-5-[1-(benzenesulfonyl)-1H-pyrrolo[2,3-b]pyridin-4-yl]-1H-pyrrole-3-carboxylic acid methyl ester